C(#N)C=1C(N(C2=CC=CC=C2C1N1CCC2(CCN(C2)C(=O)OC(C)(C)C)CC1)C)=O tert-butyl 8-(3-cyano-1-methyl-2-oxo-1,2-dihydroquinolin-4-yl)-2,8-diazaspiro[4.5]decane-2-carboxylate